ClCC1=C(C=CC=C1)CC(=O)O 2-(2-(chloromethyl)phenyl)acetic acid